C(C=C)(=O)N(C1CN(C1)C=1N=C2C(=NC1)NC=C2C(=O)NCC)C 2-{3-[Acryloyl(methyl)amino]azetidin-1-yl}-N-ethyl-5H-pyrrolo[2,3-b]pyrazin-7-carboxamid